O1C(=CC2=C1C=CC=C2)O[N] benzofuranoxy(nitrogen)